FC1=C(CSN2C(C=CC=C2)=O)C=CC=C1 N-(2-fluorobenzyl)thiopyridone